4-(CYCLOPROPYL)THIOPHENE-2-BORONIC ACID C1(CC1)C=1C=C(SC1)B(O)O